methyldiallylamine acetic acid salt C(C)(=O)O.CN(CC=C)CC=C